para-Tolylacetaldehyd C1(=CC=C(C=C1)CC=O)C